bis(benzalacetone) palladium (0) [Pd].C(C1=CC=CC=C1)=CC(C)=O.C(C1=CC=CC=C1)=CC(C)=O